Tert-butyl (s)-4-(7-(8-chloronaphthalen-1-yl)-2-(((s)-pyrrolidin-2-yl)methoxy)-5,6,7,8-tetrahydropyrido[3,4-d]pyrimidin-4-yl)-2-(cyanomethyl)piperazine-1-carboxylate ClC=1C=CC=C2C=CC=C(C12)N1CC=2N=C(N=C(C2CC1)N1C[C@@H](N(CC1)C(=O)OC(C)(C)C)CC#N)OC[C@H]1NCCC1